4-((1-(4-(2-(2-Aminopyridin-3-yl)-5-(2-cyanophenyl)-3H-imidazo[4,5-b]pyridin-3-yl)benzyl)piperidin-4-yl)amino)pyrimidine-2-carbonitrile NC1=NC=CC=C1C1=NC=2C(=NC(=CC2)C2=C(C=CC=C2)C#N)N1C1=CC=C(CN2CCC(CC2)NC2=NC(=NC=C2)C#N)C=C1